MercaptoBenzothiazole disulphide C1=CC=C2C(=C1)NC(=S)S2(=S)=S